C1(=CC=CC=C1)CN[C@@H](C)C(=O)O N-(phenylmethyl)alanine